CCCCCCCCC/C=C\CCCCCCCC(=O)OC[C@H](COP(=O)(O)OC[C@@H](C(=O)O)N)OC(=O)CCCCCCC/C=C\CCCCCCCC 1-(9Z-nonadecenoyl)-2-(9Z-octadecenoyl)-glycero-3-phosphoserine